(2R,3S)-3-(2-((tert-butoxycarbonyl)imino)-4,4-diethyl-6-oxotetrahydropyrimidin-1(2H)-yl)-2-(methoxymethyl)-2-methyl-2,3-dihydrobenzofuran-5-carboxylic acid methyl ester COC(=O)C=1C=CC2=C([C@@H]([C@](O2)(C)COC)N2C(NC(CC2=O)(CC)CC)=NC(=O)OC(C)(C)C)C1